2,6-di-tert-butylphenol tetrabutylphosphonium salt C(CCC)[P+](CCCC)(CCCC)CCCC.C(C)(C)(C)C1=C(C(=CC=C1)C(C)(C)C)O